C1(=CC=CC=C1)C1=CC=C(C=C1)NS(=O)(=O)C1=NC=CC(=C1)NC(=O)C=1C=CC=C2C=CC(OC12)=O N-(2-(N-(4-phenylphenyl)amino-sulfonyl)-pyridin-4-yl)-2-oxo-2H-chromene-8-amide